N1=C(C=CC2=CC=CN=C12)CCCCC1C(N(C1)[C@@H](CC(=O)OCC)C=1C=NC(=CC1)OC)=O (3S)-Ethyl 3-(3-(4-(1,8-naphthyridin-2-yl)butyl)-2-oxoazetidin-1-yl)-3-(6-methoxypyridin-3-yl)propanoate